C(C)N(C(CCC)=O)CCC N-ethyl-N-propylbutanamide